OC=C1C(OC2COC=3C=CC=CC3C21)=O 1-(hydroxymethylene)-4,9b-dihydro-3aH-furo[2,3-c]chromen-2-one